ethyl (S)-2-(4-(3-(4-bromo-3-(trifluoromethyl)phenoxy)butyl)piperidin-1-yl)acetate BrC1=C(C=C(O[C@H](CCC2CCN(CC2)CC(=O)OCC)C)C=C1)C(F)(F)F